(S)-4-(6-((1-(6-(4-fluoro-1H-pyrazol-1-yl)pyridin-3-yl)ethyl)(methyl)amino)pyridine-3-yl)-6-(piperidin-1-yl)pyrazolo[1,5-a]pyridine-3-carbonitrile FC=1C=NN(C1)C1=CC=C(C=N1)[C@H](C)N(C1=CC=C(C=N1)C=1C=2N(C=C(C1)N1CCCCC1)N=CC2C#N)C